octaphenoxycyclotetraphosphazene tert-butyl-4-((6-chloro-3-cyclopropylpyridazin-4-ylamino)methyl)piperidine-1-carboxylate C(C)(C)(C)OC(=O)N1CCC(CC1)CNC1=C(N=NC(=C1)Cl)C1CC1.O(C1=CC=CC=C1)P1(=NP(=NP(=NP(=N1)(OC1=CC=CC=C1)OC1=CC=CC=C1)(OC1=CC=CC=C1)OC1=CC=CC=C1)(OC1=CC=CC=C1)OC1=CC=CC=C1)OC1=CC=CC=C1